O=C(C(=O)O)CC(C1=CC=CC=C1)=O 2,4-dioxo-4-phenylbutyric acid